N-methyl-N-methoxy-cis-7-undecenamide CN(C(CCCCC\C=C/CCC)=O)OC